1,3-bis(trifluoroethyl)imidazole p-toluenesulfonate CC1=CC=C(C=C1)S(=O)(=O)O.FC(CN1CN(C=C1)CC(F)(F)F)(F)F